COC(C1=C(C(=C(C(=C1)/C=N/NS(=O)(=O)C1=CC=C(C=C1)C)F)F)NC1=C(C=C(C=C1)I)F)=O 3,4-difluoro-2-(2-fluoro-4-iodoanilino)-5-[(E)-[(4-methylphenyl)sulfonyl-hydrazono]methyl]benzoic acid methyl ester